BrC1=CC(=NC(=C1C(F)(F)F)C)N(CC1=CC=C(C=C1)OC)CC1=CC=C(C=C1)OC 4-bromo-N,N-bis[(4-methoxyphenyl)methyl]-6-methyl-5-(trifluoromethyl)pyridin-2-amine